C1(CCCC1)NC1=NN2C(N(C3=C(C2=O)CN(C3=O)[C@H](COC)C)CC(=O)NC3=NC=C(C=C3)F)=C1 2-{2-(cyclopentylamino)-6-[(2S)-1-methoxyprop-2-yl]-5,8-dioxo-5,6,7,8-tetrahydro-4H-pyrazolo[1,5-a]pyrrolo[3,4-d]pyrimidin-4-yl}-N-(5-fluoropyridin-2-yl)acetamide